cyclopentadienyl-platinum(IV) C1(C=CC=C1)[Pt+3]